CNC1=C(C=C(C(=O)N2C[C@@H](CCC2)NC(OC(C)(C)C)=O)C=C1)[N+](=O)[O-] (R)-tert-Butyl (1-(4-(methylamino)-3-nitrobenzoyl)piperidin-3-yl)carbamate